4-bromo-1-(tetrahydro-2H-pyran-2-yl)-1H-indazole BrC1=C2C=NN(C2=CC=C1)C1OCCCC1